Chloroacetic acid dimethylamide CN(C(CCl)=O)C